Tetra-methyl-Tin C[Sn](C)(C)C